[Al].[In].[Ga] gallium-indium aluminum